Cl.C(C)N(CC(C)OC([C@H]1C(S[C@H]2N1C(C2NC(COC2=CC=CC=C2)=O)=O)(C)C)=O)CC 6-phenoxyacetamidopenicillanic acid 2-diethylamino-1-methylethyl ester hydrochloride